2-fluoro-4-(3-(2-fluoro-4-((S)-3-methoxypyrrolidin-1-yl)phenyl)-7-(octahydro-6H-pyrrolo[2,3-c]pyridin-6-yl)-3H-imidazo[4,5-b]pyridin-2-yl)benzonitrile FC1=C(C#N)C=CC(=C1)C1=NC=2C(=NC=CC2N2CC3C(CC2)CCN3)N1C1=C(C=C(C=C1)N1C[C@H](CC1)OC)F